NC1=NC=CC2=C1N(C(N2C2CCC(CC2)N2CCN(CC2)C)=O)C2=CC=C(C=C2)OC2=CC=CC=C2 4-amino-1-(4-(4-methylpiperazin-1-yl)cyclohexyl)-3-(4-phenoxyphenyl)-1,3-dihydro-2H-imidazo[4,5-c]pyridin-2-one